4-((E)-3-(2-methoxyphenyl)propen-1-yl)piperazin COC1=C(C=CC=C1)C/C=C/N1CCNCC1